(3S)-3-(4,4-diethyl-2-imino-6-oxo-hexahydropyrimidin-1-yl)-N-[(1R,2R)-2-hydroxy-2-methyl-indan-1-yl]-2,2-dimethyl-3H-benzofuran-5-carboxamide C(C)C1(NC(N(C(C1)=O)[C@@H]1C(OC2=C1C=C(C=C2)C(=O)N[C@H]2[C@](CC1=CC=CC=C21)(C)O)(C)C)=N)CC